23-hydroxytricosyl docos-13-enoate C(CCCCCCCCCCCC=CCCCCCCCC)(=O)OCCCCCCCCCCCCCCCCCCCCCCCO